((3R,4R)-1-Acetyl-4-(2-hydroxy-2-methylpropoxy)pyrrolidin-3-yl)-1-(3-fluoro-5-(trifluoromethyl)pyridin-2-yl)-1H-pyrrolo[3,2-c]pyridine-6-carboxamide C(C)(=O)N1C[C@@H]([C@H](C1)OCC(C)(C)O)C1=CC=2C=NC(=CC2N1C1=NC=C(C=C1F)C(F)(F)F)C(=O)N